tert-Butyl N-[9-[3-(2,6-dibenzyloxy-3-pyridyl)-1-methyl-indazol-6-yl]-3-oxa-9-azabicyclo[3.3.1]nonan-7-yl]carbamate C(C1=CC=CC=C1)OC1=NC(=CC=C1C1=NN(C2=CC(=CC=C12)N1C2COCC1CC(C2)NC(OC(C)(C)C)=O)C)OCC2=CC=CC=C2